C(C)(C)(C)C1=CC=C(C=C)C=C1 p-tert-Butyl-styrene